3-BROMO-1-METHYL-1H-INDOLE-2-CARBALDEHYDE BrC1=C(N(C2=CC=CC=C12)C)C=O